N1C(=NC=C1)C=1C=CC(=NC1)C(F)(F)F 5-(1H-imidazol-2-yl)-2-(trifluoromethyl)pyridine